1-bromo-4-tert-butyl-2-methyl-3-(trifluoromethyl)benzene BrC1=C(C(=C(C=C1)C(C)(C)C)C(F)(F)F)C